4-Chloro-N-(4,5-dihydro-1H-imidazol-2-yl)-6-methoxy-2-methylpyrimidin-5-amine CC1=NC(=C(C(=N1)Cl)NC2=NCCN2)OC